O=C1N(CCCC1)CCCNC1=NC(=NC=C1C(F)(F)F)NC1=CC=C(C=C1)N1CCN(CCC1)C(=O)OC(C)(C)C tert-butyl 4-(4-((4-((3-(2-oxopiperidin-1-yl) propyl) amino)-5-(trifluoromethyl) pyrimidin-2-yl) amino) phenyl)-1,4-diazepan-1-carboxylate